1-(6-(2-methyl-2H-pyrazolo[3,4-b]pyridin-5-yl)thieno[2,3-b]pyridin-2-yl)-3-(trifluoromethoxy)cyclobutan-1-ol CN1N=C2N=CC(=CC2=C1)C1=CC=C2C(=N1)SC(=C2)C2(CC(C2)OC(F)(F)F)O